4-(4-(4-(3-(2,6-dioxopiperidin-3-yl)benzyl)piperazin-1-yl)piperidin-1-yl)-N-(4-methyl-3-((4-(pyridin-3-yl)pyrimidin-2-yl)amino)phenyl)benzamide O=C1NC(CCC1C=1C=C(CN2CCN(CC2)C2CCN(CC2)C2=CC=C(C(=O)NC3=CC(=C(C=C3)C)NC3=NC=CC(=N3)C=3C=NC=CC3)C=C2)C=CC1)=O